C(C)(=O)OCCC1=CC=C(C=C1)NC(C)=O (4-Acetamidophenethyl) acetate